methyl ((R)-5-(tert-butoxy)-2-(4-(4-iodophenyl)butanamido)-5-oxopentanoyl)-D-lysinate C(C)(C)(C)OC(CC[C@H](C(=O)N[C@H](CCCCN)C(=O)OC)NC(CCCC1=CC=C(C=C1)I)=O)=O